1-[5-(6-methoxypyrimidin-4-yl)-1-(oxazolidin-2-yl)pyrazole-3-carbonyl]-N-(4-methylcyclohexyl)piperidine-4-carboxamide COC1=CC(=NC=N1)C1=CC(=NN1C1OCCN1)C(=O)N1CCC(CC1)C(=O)NC1CCC(CC1)C